N-ethoxy-4-((4-ethynyl-2-(N-methylmethanesulfonamido)phenyl)amino)-6-(pyrimidin-2-ylamino)nicotinamide C(C)ONC(C1=CN=C(C=C1NC1=C(C=C(C=C1)C#C)N(S(=O)(=O)C)C)NC1=NC=CC=N1)=O